ClC1=CC(=C(C=C1)N1CCN(CC1)C1=C(CS(=O)(=O)C2=CC=C(C=C2)S(=O)(=O)N(C)C)C=CC=C1)F 4-(2-(4-(4-chloro-2-fluorophenyl)piperazin-1-yl)benzylsulfonyl)-N,N-dimethylbenzenesulfonamide